C(CC)(=O)O[Te]C(CCC)CC ethyl-2-n-butyltelluro propionate